C(CCCCC)[C@@H]1C(O[C@H]1C[C@H](CCCCCCCCCCC)O)=O (3S,4S)-3-hexyl-4-[(2S)-2-hydroxytridecyl]-2-oxetanone